Cl.C12CN(CC(CC1)N2)C=2C=1N(N=CC2)C=C(N1)C=1C=NN(C1)C 8-(3,8-diazabicyclo[3.2.1]octan-3-yl)-2-(1-methyl-1H-pyrazol-4-yl)imidazo[1,2-b]pyridazine hydrochloride